FC1(CCN(CC1)C(=O)C1=CC(=C(C=C1)C=1C=C(C2=C(C=C(O2)CNC(OC(C)(C)C)=O)C1)C=1C=NC=CC1)F)F tert-butyl (5-(4-(4,4-difluoropiperidine-1-carbonyl)-2-fluorophenyl)-7-(pyridin-3-yl)benzofuran-2-yl)methylcarbamate